N1(CCNCC1)C1=C2C=C(NC2=CC=C1)C(F)(F)F 4-(piperazin-1-yl)-2-(trifluoromethyl)-1H-indole